3,4-bis(diisobutylphosphino)thiophene C(C(C)C)P(C1=CSC=C1P(CC(C)C)CC(C)C)CC(C)C